4-cyclobutoxy-N-hydroxybenzimidamide C1(CCC1)OC1=CC=C(C(NO)=N)C=C1